4,5,4'-trihydroxy-3-methoxybibenzyl OC1=C(C=C(C=C1O)CCC1=CC=C(C=C1)O)OC